NC=1C(NC(N(N1)C1=CC(=C(C(=C1)Cl)OC1=NNC(C(=C1)C1=C(C(=CC=C1)C)F)=O)Cl)=O)=O 6-amino-2-(3,5-dichloro-4-((5-(2-fluoro-3-methylphenyl)-6-oxo-1,6-dihydropyridazin-3-yl)oxy)phenyl)-1,2,4-triazine-3,5(2H,4H)-dione